C(C)(C)(C)C1=CC=C(C=C1)[C@H](C)NC(=O)C1=CC=C2C(=C(N(C2=C1)C)C)CC1=CC(=C(O[C@@H](C(=O)O)C)C=C1)Cl (R)-2-(4-((6-(((S)-1-(4-(tert-butyl)phenyl)ethyl)carbamoyl)-1,2-dimethyl-1H-indol-3-yl)methyl)-2-chlorophenoxy)propanoic acid